4-((4-((5-cyclopropyl-1H-pyrazol-3-yl)amino)quinazolin-2-yl)amino)-N-phenethylbenzamide C1(CC1)C1=CC(=NN1)NC1=NC(=NC2=CC=CC=C12)NC1=CC=C(C(=O)NCCC2=CC=CC=C2)C=C1